C(N)(OCCCC(C1=CC=CC=C1)=O)=O (4-oxo-4-phenyl-butyl) carbamate